tert-butyl (E)-(2-((4-(6-bromopyridin-2-yl)-5-oxo-4,5-dihydro-1H-1,2,4-triazol-1-yl)methyl)-3-fluoroallyl)carbamate BrC1=CC=CC(=N1)N1C=NN(C1=O)C\C(\CNC(OC(C)(C)C)=O)=C\F